n-octyloxy dodecyloxy phosphate P(=O)(OOCCCCCCCC)(OOCCCCCCCCCCCC)[O-]